2-((3-(3-amino-2-fluorobenzyl)-2-oxo-3,4-dihydro-2H-benzo[e][1,3]oxazin-7-yl)oxy)-N-methylacetamide NC=1C(=C(CN2C(OC3=C(C2)C=CC(=C3)OCC(=O)NC)=O)C=CC1)F